C(C)(C)(C)OC(=O)N1CC2=C(CC1)NN=C2C(=O)N2CCC(CC2)(C2=C(C=CC=C2)C(F)(F)F)F 3-(4-fluoro-4-(2-(trifluoromethyl)phenyl)piperidine-1-carbonyl)-1,4,6,7-tetrahydro-5H-pyrazolo[4,3-c]pyridine-5-carboxylic acid tert-butyl ester